ClC=1N=CC2=C(N1)NC(C2)=O 2-chloro-5H,6H,7H-pyrrolo[2,3-d]pyrimidin-6-one